N=1N=C(N2C1C=CC=C2)[C@@H]2C[C@@H](CCC2)NC2=NC=C(C(=N2)O)C(F)(F)F 2-[[(1R,3S)-3-([1,2,4]triazolo[4,3-a]pyridin-3-yl)cyclohexyl]amino]-5-(trifluoromethyl)pyrimidin-4-ol